ClC1=CC(=C(COC2=CC=CC(=N2)C2CCN(CC2)CC=2N(C(=CN2)C2=NOC(N2)=O)CC2OCC2)C=C1)F 3-(2-((4-(6-((4-chloro-2-fluorobenzyl)oxy)pyridin-2-yl)piperidin-1-yl)methyl)-1-(oxetan-2-ylmethyl)-1H-imidazol-5-yl)-1,2,4-oxadiazol-5(4H)-one